(R)-N-methyl-2-(pyridin-4-yl)-N-(1,1,1-trifluoropropan-2-yl)pyrido[3,4-d]pyrimidin-4-amine CN(C=1C2=C(N=C(N1)C1=CC=NC=C1)C=NC=C2)[C@@H](C(F)(F)F)C